methyl 5-(2-bromo-5-fluoropyridine-4-amido)-2-methylpyrazole-3-carboxylate BrC1=NC=C(C(=C1)C(=O)NC=1C=C(N(N1)C)C(=O)OC)F